FC(C1=CC=C(C=N1)OC(CO)C)(F)F 2-((6-(trifluoromethyl)pyridin-3-yl)oxy)propan-1-ol